4-[4-fluoro-1-[(3R)-2,6-dioxo-3-piperidinyl]-indolin-5-yl]-piperidine-1-carboxylic acid tert-butyl ester C(C)(C)(C)OC(=O)N1CCC(CC1)C=1C(=C2CCN(C2=CC1)[C@H]1C(NC(CC1)=O)=O)F